COC(C1=CC(=C(C=C1)NC)[N+](=O)[O-])=O 4-(methylamino)-3-nitrobenzoic acid methyl ester